SCCSC(C(SCCS)SCCS)SCCS 1,1,2,2-tetrakis(mercaptoethylthio)Ethan